tri(2-glycidylpentyl)methoxysilane (2S,3R)-4,4,4-trifluoro-3-hydroxy-2,3-dimethylbutyl-4-methylbenzenesulfonate FC([C@]([C@H](COS(=O)(=O)C1=CC=C(C=C1)C)C)(C)O)(F)F.C(C1CO1)C(C[Si](OC)(CC(CCC)CC1CO1)CC(CCC)CC1CO1)CCC